C1(CCC1)C=1N=CC2=C(N1)NC=C2C=2C=C(C=1N(C2)C(=CN1)C)F 2-cyclobutyl-5-(8-fluoro-3-methylimidazo[1,2-a]pyridin-6-yl)-7H-pyrrolo[2,3-d]pyrimidine